C(CCC\C=C/CC)OC(CCC(=O)OCC(COC(CCC(OCCCC\C=C/CC)OCCCC\C=C/CC)=O)COC(CCN1CCN(CC1)C)=O)OCCCC\C=C/CC 2-(((3-(4-methylpiperazin-1-yl)propanoyl)oxy)methyl)propane-1,3-diyl bis(4,4-bis(((Z)-oct-5-en-1-yl)oxy)butanoate)